(S)-3-(4-(7-chloro-3-methyl-2-oxo-2,3-dihydro-1H-benzo[d]imidazol-1-yl)phenyl)-2-(2,6-dichloro-4-morpholinylbenzoylamino)propionic acid methyl ester COC([C@H](CC1=CC=C(C=C1)N1C(N(C2=C1C(=CC=C2)Cl)C)=O)NC(C2=C(C=C(C=C2Cl)N2CCOCC2)Cl)=O)=O